OCC(C)(C)NC(=O)C=1C=2C[C@@H]3[C@H](C2N(N1)C1=NC=C(C=C1)Cl)C3 (1aR,5aR)-2-(5-Chloro-pyridin-2-yl)-1a,2,5,5a-tetrahydro-1H-2,3-diaza-cyclopropa[a]pentalene-4-carboxylic acid (2-hydroxy-1,1-dimethyl-ethyl)-amide